sodium o-toluenesulfinate aluminium hydroxide [OH-].[Al+3].CC=1C(=CC=CC1)S(=O)[O-].[Na+]